(5-fluoro-2-(2-methoxy-7-methylquinoxalin-5-yl)-8,8-dimethyl-7,8-dihydrobenzofuro[5,4-D]thiazol-7-yl)methanol FC1=CC=2N=C(SC2C=2C(C(OC21)CO)(C)C)C2=C1N=CC(=NC1=CC(=C2)C)OC